2-chloro-4-(2-methylpropyl-1,1-d2)pyridine ClC1=NC=CC(=C1)C(C(C)C)([2H])[2H]